C(C(O)CC(=O)[O-])(=O)OCCOC(C=C)=O acryloyloxyethyl malate